C[C@H]([C@H]1C(=O)N[C@H](C(=O)N[C@H](C(=O)N[C@H](C(=O)N[C@@H](CSSC[C@@H](C(=O)N[C@H](C(=O)N[C@H](C(=O)N[C@H](C(=O)N[C@H](C(=O)N[C@H](C(=O)N[C@H](C(=O)N1)CCCCN)CC2=CNC3=CC=CC=C32)CC4=CC=CC=C4)CC5=CC=CC=C5)CC(=O)N)CCCCN)NC(=O)CNC(=O)[C@H](C)NC(=O)[C@H](CCCCN)NC(=O)[C@H](CCCN=C(N)N)NC(=O)[C@H](CCC(=O)O)NC(=O)[C@H](CCCN=C(N)N)NC(=O)[C@@H]6CCCN6C(=O)[C@H](C)NC(=O)[C@H](CCSC)NC(=O)[C@H](C)NC(=O)[C@@H]7CCCN7C(=O)[C@H](CC(=O)N)NC(=O)[C@H](CO)NC(=O)[C@H](CC(=O)N)NC(=O)[C@H](C)NC(=O)[C@H](CO)N)C(=O)O)CO)[C@@H](C)O)CC8=CC=CC=C8)O The molecule is a heterodetic cyclic peptide consisting of somatostatin in which the amino terminus has been acylated by the fourteen membered peptide Ser-Ala-Asn-Ser-Asn-Pro-Ala-Met-Ala-Pro-Arg-Glu-Arg-Lys. It has a role as a fungal metabolite, a rat metabolite and a mouse metabolite. It is a heterodetic cyclic peptide and a peptide hormone. It derives from a somatostatin.